C(N)(O[C@@H]1[C@@H](CCC2=CC=CC(=C12)F)O)=O (1S,2R)-8-fluoro-2-hydroxy-1,2,3,4-tetrahydronaphthalen-1-yl carbamate